C1(CC1)NC(C1=C(C=C(C=C1OC)C1=CN=C2N1C=CC(=C2)O)OC(F)F)=O N-cyclopropyl-2-(difluoromethoxy)-4-(7-hydroxyimidazo[1,2-a]pyridin-3-yl)-6-methoxy-benzamide